C1(=CC=CC=C1)P([O-])(=O)C(C1=C(C=C(C(=C1)C)C)C)=O.[Li+] lithium phenyl(2,4,5-trimethylbenzoyl)phosphinate